(4-bromophenyl)-4-hydroxy-6-(o-tolyl)nicotinonitrile BrC1=CC=C(C=C1)C1=C(C#N)C(=CC(=N1)C1=C(C=CC=C1)C)O